C1(=CC(=CC=C1)C([C@@H](C(C)C)N(C([O-])=O)[C@H](C(=O)N[C@H](CO)C[C@H]1C(NCC1)=O)CC(C)C)(F)F)C1=CC=CC=C1 (R)-1-([1,1'-biphenyl]-3-yl)-1,1-difluoro-3-methylbutan-2-yl((S)-1-(((S)-1-hydroxy-3-((S)-2-oxopyrrolidin-3-yl)propan-2-yl)amino)-4-methyl-1-oxopentan-2-yl)carbamate